NC1=NC2=CC=CC=C2C=C1C1=CC(=C(C=C1)O)C 2-Amino-3-(4-hydroxy-3-methylphenyl)-quinoline